ClC=1N=C(SC1)C=1N=NN(C1)[C@@H]1[C@H]([C@@H](SC2=C(C=CC(=C2)Br)C#N)O[C@@H]([C@@H]1O)CO)OC 5-bromo-2-cyanophenyl 3-[4-(4-chlorothiazol-2-yl)-1H-1,2,3-triazol-1-yl]-3-deoxy-2-O-methyl-1-thio-alpha-D-galactopyranoside